FC1=C(C=CC(=C1)CN1CCN(CC1)CC=1C=NC(=CC1)NC1=NC=C(C(=N1)C=1C=C(C2=C(N(C(=N2)C)C(C)C)C1)F)F)C1C(NC(CC1)=O)=O 3-(2-fluoro-4-((4-((6-((5-fluoro-4-(4-fluoro-1-isopropyl-2-methyl-1H-benzo[d]imidazol-6-yl)pyrimidin-2-yl)amino)pyridin-3-yl)methyl)piperazin-1-yl)methyl)phenyl)piperidine-2,6-dione